C(C)N1C=CC=2C1=NC=C(C2)C(=O)NC[C@@H](C)C2=CC(=C(C=C2F)N2CCN(CC2)C(=O)OC(C)(C)C)F tert-Butyl (S)-4-(4-(1-(1-ethyl-1H-pyrrolo[2,3-b]pyridine-5-carboxamido)propan-2-yl)-2,5-difluorophenyl)piperazine-1-carboxylate